N=S(=O)(CC1CN(CCC1)C1=NC(=NC=C1)C1=CN=C2N1C=C(N=C2)C(F)(F)F)C Imino(methyl)((1-(2-(6-(trifluoromethyl)imidazo[1,2-a]pyrazin-3-yl)pyrimidin-4-yl)piperidin-3-yl)methyl)-λ6-sulfanone